(PHENYLAMINO)-1-DEOXY-Beta-D-GLUCOPYRANURONIC ACID C1(=CC=CC=C1)N[C@H]1[C@H](O)[C@@H](O)[C@H](O)[C@H](O1)C(=O)O